COC1=C(C=CC=C1)NC1=CC=C2C=NC(=NC2=C1)CSC1CCOCC1 7-((2-Methoxyphenyl)amino)-2-(((tetrahydro-2H-pyran-4-yl)thio)methyl)quinazolin